COC1=CC=C(CN(C2=NC=C3C=C(C=NC3=C2)C=2C=C(C(=O)N)C=CC2C)C)C=C1 3-(7-((4-methoxybenzyl)(methyl)amino)-1,6-naphthyridin-3-yl)-4-methylbenzamide